3,5-difluoro-N-(3-fluoro-4-(3-methyl-1-(thiazol-2-yl)-1H-pyrazol-4-yl)phenyl)isonicotinamide FC1=C(C(=O)NC2=CC(=C(C=C2)C=2C(=NN(C2)C=2SC=CN2)C)F)C(=CN=C1)F